tert-butyl (3-{4-[5-(trifluoromethyl)pyridin-2-yl]-1H-pyrazol-1-yl}bicyclo[1.1.1]pentan-1-yl)carbamate FC(C=1C=CC(=NC1)C=1C=NN(C1)C12CC(C1)(C2)NC(OC(C)(C)C)=O)(F)F